2-(4-FLUOROPHENYL)-7-METHYL-5-NITRO-1H-INDOLE-3-CARBOXALDEHYDE FC1=CC=C(C=C1)C=1NC2=C(C=C(C=C2C1C=O)[N+](=O)[O-])C